C(C)[N+]1(C=CCC1)CCCCC N-ethyl-1-pentylpyrrolinium